1-Octanol C(CCCCCCC)O